(4-fluoro-2-methylbenzo[d]oxazol-6-yl)-5-(3-((isopropylamino)methyl)azetidin-1-yl)pyrazine-2-carboxamide tert-Butyl-3-formylazetidine-1-carboxylate C(C)(C)(C)OC(=O)N1CC(C1)C=O.FC1=CC(=CC2=C1N=C(O2)C)C=2C(=NC=C(N2)N2CC(C2)CNC(C)C)C(=O)N